C(C)N1OC([C@H]2[C@H]1[C@@H](C[C@](C2)(C2=C(C=CC=C2)C)C)C)(C)C |r| rac-(3aR,5R,7R,7aR)-1-ethyl-3,3,5,7-tetramethyl-5-(o-tolyl)octahydro-benzo[c]isoxazole